NCCCCO[Si](OC)(OC)C aminopropyl-methyltrimethoxysilane